(R)-2-(4-chloro-1-isopropyl-1H-pyrazol-5-yl)-N-(4-(1-ethyl-4-(trifluoromethyl)-1H-imidazol-2-yl)phenyl)-6,7-dihydropyrazolo[1,5-a]pyridin-4(5H)-imine ClC=1C=NN(C1C1=NN2C(C(CCC2)=NC2=CC=C(C=C2)C=2N(C=C(N2)C(F)(F)F)CC)=C1)C(C)C